9,9-bis(5-hydroxy-1-naphthyl)fluorene OC1=C2C=CC=C(C2=CC=C1)C1(C2=CC=CC=C2C=2C=CC=CC12)C1=CC=CC2=C(C=CC=C12)O